ClC1=C(C=C(C=C1)Cl)C1=NC(=NC=C1)C(=O)NC1=C(C=C(C=C1C)OCC(=O)N(C)C)C 4-(2,5-Dichlorophenyl)-N-(4-(2-(dimethylamino)-2-oxoethoxy)-2,6-dimethylphenyl)pyrimidine-2-carboxamide